(2-(5-((R)-1-(3,5-Dichloropyridin-4-yl)ethoxy)-1H-indazol-3-yl)-4,6-dihydropyrrolo[3,4-d]imidazol-5(1H)-yl)((S)-piperidin-2-yl)methanone ClC=1C=NC=C(C1[C@@H](C)OC=1C=C2C(=NNC2=CC1)C1=NC2=C(N1)CN(C2)C(=O)[C@H]2NCCCC2)Cl